ClC1=NC(=CC(=C1F)C=1CCN(CC1)CC1CC1)Cl 2',6'-dichloro-1-(cyclopropylmethyl)-3'-fluoro-3,6-dihydro-2H-4,4'-bipyridine